C(C)C(CC)NC=1C=C(C=2N(N1)C(=NN2)C(C)C)N2CC1=CC=CC=C1C2 N-(1-ethylpropyl)-8-isoindolin-2-yl-3-isopropyl-[1,2,4]triazolo[4,3-b]pyridazin-6-amine